2,4,6-trimethylbenzenesulfonyl-sulfonic acid CC1=C(C(=CC(=C1)C)C)S(=O)(=O)S(=O)(=O)O